tert-butyl-N-tert-butoxycarbonyl-2,4-dibromophenylalanine C(C)(C)(C)N([C@@H](CC1=C(C=C(C=C1)Br)Br)C(=O)O)C(=O)OC(C)(C)C